C(C)N1N=NC(=C1)C(=O)[O-] ethyl-1H-1,2,3-triazole-4-carboxylate